(S)-2-(3-(3-(fluoro(4-methyl-4H-1,2,4-triazol-3-yl)methyl)oxetan-3-yl)phenyl)-6-(pyrrolidin-1-ylmethyl)-4-(trifluoromethyl)isoindolin-1-one F[C@@H](C1(COC1)C=1C=C(C=CC1)N1C(C2=CC(=CC(=C2C1)C(F)(F)F)CN1CCCC1)=O)C1=NN=CN1C